OCCCC1=CC=C(C#N)C=C1 4-(3-hydroxypropyl)benzonitrile